C(CCCC)C(=CC(=O)OCC)CCCCCCC ethyl 3-pentyldec-2-enoate